1-tridecanoyl-2-heptadecanoyl-sn-glycero-3-phosphocholine C(CCCCCCCCCCCC)(=O)OC[C@@H](OC(CCCCCCCCCCCCCCCC)=O)COP(=O)([O-])OCC[N+](C)(C)C